lauroylaspartic acid C(CCCCCCCCCCC)(=O)N[C@@H](CC(=O)O)C(=O)O